FC(C=1C(=NC(=NC1)NC1=C(C=C(C=C1)N1CCN(CC1)C)CC)NCCCN1C(N(CCCC1)C)=O)F 1-(3-((5-(difluoromethyl)-2-((2-ethyl-4-(4-methylpiperazin-1-yl)phenyl)amino)pyrimidin-4-yl)amino)propyl)-3-methyl-1,3-diazepan-2-one